FC(OC=1C=C(C=CC1)N1N=CC=C1C)F 1-[3-(difluoromethoxy)phenyl]-5-methyl-pyrazol